5-(5-Fluoro-1H-pyrazol-4-yl)-2-{5-[methyl(piperidin-4-yl)amino][1,3]thiazolo[5,4-d][1,3]thiazol-2-yl}pyridin-3-ol FC1=C(C=NN1)C=1C=C(C(=NC1)C=1SC=2N=C(SC2N1)N(C1CCNCC1)C)O